(3R)-1-(2-{[4-(morpholin-4-yl)phenyl]amino}-5-(trifluoromethyl)pyrimidin-4-yl)pyrrolidin N1(CCOCC1)C1=CC=C(C=C1)NC1=NC=C(C(=N1)N1CCCC1)C(F)(F)F